C(C1=CC=CC=C1)OC=1C(=CC2=C(C1)N(C1=C2C2=C(C=3C4=CC=CC=C4NC13)C(N(C2=O)CC2=C(C=C(C=C2)OC)OC)=O)CCN2CCOCC2)F 2-(benzyloxy)-6-(2,4-dimethoxybenzyl)-3-fluoro-13-(2-morpholin-4-ylethyl)-12,13-dihydro-5H-indolo[2,3-a]pyrrolo[3,4-c]carbazole-5,7(6H)-dione